Ethyl-(S)-lactate C(C)OC([C@@H](O)C)=O